OC1(CCN(CC1)C(=O)OC(C)(C)C)C(N[C@@H](CCC(C)=O)C1=CC=CC=C1)=O tert-Butyl (S)-4-hydroxy-4-((4-oxo-1-phenylpentyl)carbamoyl)piperidine-1-carboxylate